NCCOCCOCCOCCOCCOCCNC1=CC(=C(C(=O)NC=2SC=C(N2)C2=CC=CC=C2)C=C1)C 4-((17-amino-3,6,9,12,15-pentaoxaheptadecyl)amino)-2-methyl-N-(4-phenylthiazol-2-yl)benzamide